6-((E)-3-(dimethylamino)acryloyl)-N-((1r,4r)-4-methoxycyclohexyl)pyridinecarboxamide CN(/C=C/C(=O)C1=CC=CC(=N1)C(=O)NC1CCC(CC1)OC)C